Ethyl 2-(4-benzyl-1-(4-chloro-3-nitrophenyl)-2,5-dioxo-2,5-dihydro-1H-pyrrol-3-yl)acetate C(C1=CC=CC=C1)C1=C(C(N(C1=O)C1=CC(=C(C=C1)Cl)[N+](=O)[O-])=O)CC(=O)OCC